1,2-bis(trimethylsilylpropynyl)-4,5-dichlorobenzene C[Si](C)(C)CC#CC1=C(C=C(C(=C1)Cl)Cl)C#CC[Si](C)(C)C